C(C1=CC=CC=C1)OC1=CC(=C(C=C1)N(C1=NN2C(NC(=CC2=O)CCC)=N1)C)Cl 2-[(4-benzyloxy-2-chlorophenyl)-methylamino]-5-propyl-4H-[1,2,4]triazolo[1,5-a]pyrimidin-7-one